ClC1=NC(=CC(=N1)N)C 2-chloro-6-methyl-4-pyrimidinamine